(3-methyl-5-(trifluoromethyl)benzofuran-2-yl)(phenyl)methanone CC1=C(OC2=C1C=C(C=C2)C(F)(F)F)C(=O)C2=CC=CC=C2